3-(N-(2-(4-ethyl-4-hydroxypiperidin-1-yl)-5-(trifluoromethyl)phenyl)sulfamoyl)-4-methoxybenzoic acid C(C)C1(CCN(CC1)C1=C(C=C(C=C1)C(F)(F)F)NS(=O)(=O)C=1C=C(C(=O)O)C=CC1OC)O